CN1N=C(C2=CC=CC=C12)C(=O)N methyl-1H-indazole-3-carboxamide